2,6-dimethyl-7-octen-2,3,6-triol CC(C)(C(CCC(C=C)(O)C)O)O